N[C@@H]1[C@H](CCCC1)C1=C(C2=NC(=CC(=C2S1)NCC=1SC=CC1)Cl)I 2-((1s,2s)-2-aminocyclohexyl)-5-chloro-3-iodo-N-(thiophen-2-ylmethyl)thieno[3,2-b]pyridin-7-amine